(R)-2-((N-ethylsulfamoyl)amino)-N-(1-(6-ethynyl-2,5-dioxo-4-phenyl-1,2,4,5-tetrahydropyrrolo[4,3,2-de]isoquinolin-3-yl)ethyl)pyrazolo[1,5-a]pyrimidine-3-carboxamide C(C)NS(=O)(=O)NC1=NN2C(N=CC=C2)=C1C(=O)N[C@H](C)C=1N(C(C=2C(=CC=C3C2C1C(N3)=O)C#C)=O)C3=CC=CC=C3